C(C(=O)F)(=O)F.[Li] lithium difluoro-oxalate